(S)-5-methoxy-4-((6-(4-(methoxycarbonyl)phenyl)-2-oxa-7-azaspiro[3.5]non-7-yl)methyl)-7-methyl-1H-indole-1-carboxylic acid tert-butyl ester C(C)(C)(C)OC(=O)N1C=CC2=C(C(=CC(=C12)C)OC)CN1[C@@H](CC2(COC2)CC1)C1=CC=C(C=C1)C(=O)OC